BrC1=CC(=C(C=C1)NC=1N(C(C=C(C1C(=O)OC)CC=O)=O)C)F methyl 2-((4-bromo-2-fluorophenyl) amino)-1-methyl-6-oxo-4-(2-oxoethyl)-1,6-dihydropyridine-3-carboxylate